5-chloro-2-({[(3R)-oxan-3-yl]amino}methyl)-7,8-dihydro-6H-spiro[[1,3]oxazolo[5,4-f]quinazoline-9,1'-cyclohexane]-7-one ClC=1C=C2C(=C3C1NC(NC31CCCCC1)=O)OC(=N2)CN[C@H]2COCCC2